1-ethyl-6-ethylsulfanyl-3-methyl-5-[3-methyl-6-(trifluoromethyl)imidazo[4,5-c]pyridin-2-yl]benzimidazol-2-one C(C)N1C(N(C2=C1C=C(C(=C2)C2=NC1=C(C=NC(=C1)C(F)(F)F)N2C)SCC)C)=O